ClC1=C(C=CC=C1F)C1N(CCC(C1)(F)F)C=1N=CC(=NC1)C(=O)N[C@H](C)\C=C\S(=O)(=O)C 5-(2-(2-Chloro-3-fluorophenyl)-4,4-difluoropiperidin-1-yl)-N-((R,E)-4-(methylsulfonyl)but-3-en-2-yl)pyrazine-2-carboxamide